5-amino-6-(p-chlorophenyl)-2-thiouracil NC=1C(NC(NC1C1=CC=C(C=C1)Cl)=S)=O